1,2-di-phytanoyl-sn-glycero-3-phosphoethanolamine C(CC(C)CCCC(C)CCCC(C)CCCC(C)C)(=O)OC[C@@H](OC(CC(C)CCCC(C)CCCC(C)CCCC(C)C)=O)COP(=O)(O)OCCN